CC1=C(C(=O)C2=C(C=CC=C2)P([O-])(C2=CC=CC=C2)=O)C(=CC(=C1)C)C 2,4,6-trimethylbenzoyl-diphenylphosphinite oxide